C1(CC1)C(=O)N1[C@H]2CN(C[C@@H]1CC2)C2=NC=NC=C2F 4-[(1R,5S)-8-(cyclopropylcarbonyl)-3,8-diazabicyclo[3.2.1]oct-3-yl]-5-fluoropyrimidin